tert-butyl (3S,5S)-3-[6-[2-cyano-3-[[ethyl(methyl)sulfamoyl]amino]-6-fluoro-phenoxy]-4-oxo-quinazolin-3-yl]-1-oxa-7-azaspiro[4.4]nonane-7-carboxylate C(#N)C1=C(OC=2C=C3C(N(C=NC3=CC2)[C@@H]2CO[C@@]3(C2)CN(CC3)C(=O)OC(C)(C)C)=O)C(=CC=C1NS(N(C)CC)(=O)=O)F